C(C1=CC=CC=C1)OC=1C(=NC=NC1C)C(=O)N1CCN(CC1)C1=C(N(C=2N(C1=O)N=C(N2)N(C)C)CC(=O)OCC)CC ethyl 2-(6-(4-(5-(benzyloxy)-6-methylpyrimidine-4-carbonyl)piperazin-1-yl)-2-(dimethylamino)-5-ethyl-7-oxo-[1,2,4]triazolo[1,5-a]pyrimidin-4(7H)-yl)acetate